N=CC(=O)OCC Ethyl 2-imino-acetate